C1=CC(=CC=C1C(=O)CBr)F α-bromo-4-fluoroacetophenone